5-chloro-3-(1,1-dioxidotetrahydro-2H-thiopyran-4-yl)-8-hydroxy-1-methylpyrido[2,3-d]pyridazin-2(1H)-one ClC1=C2C(=C(N=N1)O)N(C(C(=C2)C2CCS(CC2)(=O)=O)=O)C